8-methoxy-1-[trans-4-(pyridin-2-yloxy)cyclohexyl]-5,6-dihydro-4H-[1,2,4]triazolo[4,3-a][1]benzazepine-5-amine hydrochloride Cl.COC=1C=CC2=C(CC(CC=3N2C(=NN3)[C@@H]3CC[C@H](CC3)OC3=NC=CC=C3)N)C1